7-(2-chloropropanoyl)-9-methyl-2,3,4,5-tetrahydro-1H-1-benzazepin-2-one ClC(C(=O)C=1C=C(C2=C(CCCC(N2)=O)C1)C)C